C1(CC1)C(=O)NC1=NC=C(C(=O)NC)C(=C1)NC1=C(C(=CC=C1)OC1CCOCC1)OC 6-(Cyclopropanecarboxamido)-4-((2-methoxy-3-((tetrahydro-2H-pyran-4-yl)oxy)phenyl)amino)-N-methylnicotinamide